ClC1=C(C(=O)N2C[C@H](CC2)ON=CC2=C(N3C(CC3SC2)=O)C(=O)O)C=CC(=C1O)O 3-{[(3S)-1-(2-chloro-3,4-dihydroxy-benzoyl)pyrrolidin-3-yl]oxyiminomethyl}-8-oxo-5-thia-1-azabicyclo[4.2.0]oct-2-ene-2-carboxylic acid